FC1=C(C=CC(=C1)C(=O)NC1=CC(=C(C=C1)O)NS(=O)(=O)C)C1=CC=CC=C1 fluoro-N-(4-hydroxy-3-(methylsulfonylamino)phenyl)-[1,1'-biphenyl]-4-carboxamide